3-((4-(4-fluorophenyl)piperazin-1-yl)sulfonyl)pyrrolidine-1-carbonitrile FC1=CC=C(C=C1)N1CCN(CC1)S(=O)(=O)C1CN(CC1)C#N